7-(naphthalene-1-yl)pyrido[4,3-d]pyrimidine C1(=CC=CC2=CC=CC=C12)C1=CC=2N=CN=CC2C=N1